C(C)OC(COCCOCCOCCOCCOCCO)O ethoxyhexaethylene glycol